3-[8-([4-[1-methyl-4-(trifluoromethyl)-1H-imidazol-2-yl]phenyl]methyl)-6H,7H,8H-pyrimido[5,4-b][1,4]oxazin-2-yl]-2-(propan-2-yl)pyridine sodium pyruvate C(C(=O)C)(=O)[O-].[Na+].CN1C(=NC(=C1)C(F)(F)F)C1=CC=C(C=C1)CN1C2=C(OCC1)C=NC(=N2)C=2C(=NC=CC2)C(C)C